ClC1=NC(=C(C=2N=C(N=C(C21)N2CCC=CC2)SC)F)Cl 5,7-dichloro-4-(3,6-dihydropyridin-1(2H)-yl)-8-fluoro-2-(methylsulfanyl)pyrido[4,3-d]Pyrimidine